ammonium manganese phosphate dihydrate O.O.P(=O)([O-])([O-])[O-].[Mn+2].[NH4+]